OC(COC=1C=C(C=2N(C1)N=CC2C#N)C=2C=NC(=CC2)N2CC1N(C(C2)C1)CC=1C=NC(=CC1)OCC(F)(F)F)(C)C 6-(2-hydroxy-2-methylpropoxy)-4-(6-(6-((6-(2,2,2-trifluoroethoxy)pyridin-3-yl)methyl)-3,6-diazabicyclo[3.1.1]heptan-3-yl)pyridin-3-yl)pyrazolo[1,5-a]pyridine-3-carbonitrile